C(CCCC)(=O)OC=1C=C2CCN(CC2=CC1)C1=C(C=C(C=C1)C)N(C(C1=CC=C(C=C1)OCCN1CCCCCC1)=O)CC 2-(2-(4-(2-(azepan-1-yl) ethoxy)-N-ethylbenzamido)-4-methylphenyl)-1,2,3,4-tetrahydroisoquinolin-6-yl pentanoate